(2,2,4-trimethyl-1,3-dioxolan-4-yl)pyridin-4-amine CC1(OCC(O1)(C)C1=NC=CC(=C1)N)C